S1C=NC2=C1C=CC(=C2)CN(C(=O)[C@@H]2[C@H]1C[C@H]1CN2S(=O)(=O)C2=CC=C(C)C=C2)C2CCC(CC2)(F)F (1S,2S,5R)-N-(benzo[d]thiazol-5-ylmethyl)-N-(4,4-difluorocyclohexyl)-3-tosyl-3-azabicyclo[3.1.0]hexane-2-carboxamide